t-butyl (1S,2S,5R)-2-((S)-1-((7-chloro-8-fluoro-2-(methylthio)-4-oxa-3,4-dihydropyrido[4,3-d]pyrimidine-5-yl)oxy)propyl)-3,8-diazabicyclo[3.2.1]octane-8-carboxylate ClC1=C(C=2N=C(NOC2C(=N1)O[C@@H](CC)[C@@H]1[C@@H]2CC[C@H](CN1)N2C(=O)OC(C)(C)C)SC)F